ClC1=C(OCC=O)C=CC=C1 2-(2-chlorophenoxy)ethan-1-one